NC1=C(C(=C(S1)Cl)C1CN(CC1)C(=O)OC(C)(C)C)C#N tert-butyl 3-(5-amino-2-chloro-4-cyano-3-thienyl)pyrrolidine-1-carboxylate